C1(CC1)C1=NN(C=C1C1=NC2=CC=CC=C2N=C1)C1CC2(CC(C2)CCN)C1 2-(6-(3-cyclopropyl-4-(quinoxalin-2-yl)-1H-pyrazol-1-yl)spiro[3.3]hept-2-yl)ethan-1-amine